N-((R)-1-(3-(difluoromethyl)-2-fluorophenyl)ethyl)-4-(((1R,5s,6s)-3-methyl-3-azabicyclo[3.1.0]hex-6-yl)amino)-1-((1s,2s)-2-methylcyclopropyl)-6-oxo-1,6-dihydropyridine-3-carboxamide FC(C=1C(=C(C=CC1)[C@@H](C)NC(=O)C1=CN(C(C=C1NC1[C@@H]2CN(C[C@H]12)C)=O)[C@@H]1[C@H](C1)C)F)F